[C@@H]12N(C[C@@H](NC1)C2)CCOCCOCCNC(OCC2=CC=CC=C2)=O benzyl (2-(2-(2-((1S,4S)-2,5-diazabicyclo[2.2.1]heptan-2-yl)ethoxy)ethoxy)ethyl)carbamate